3-(4-(1H-pyrazol-4-yl)phenyl)-1-(4-fluoro-2-methylbenzyl)-8-oxa-1,3-diazaspiro[4.5]decan-2-one N1N=CC(=C1)C1=CC=C(C=C1)N1C(N(C2(C1)CCOCC2)CC2=C(C=C(C=C2)F)C)=O